methyl 6-amino-7-methyl-1,3-benzothiazole-5-carboxylate NC1=C(C2=C(N=CS2)C=C1C(=O)OC)C